CC=1CCC(C(C1)C1=CC(=C(C=C1)CCCCC)C1OCC1)C(=C)C 5'-methyl-3-(oxetan-2-yl)-4-pentyl-2'-(prop-1-en-2-yl)-1',2',3',4'-tetrahydro-[1,1'-biphenyl]